N[C@H]1COCC[C@@H]1O (3S,4S)-3-amino-4-hydroxytetrahydropyran